phenyl-bis(2,4,6-trimethyl-benzoyl)phosphonic acid sodium salt [Na].C1(=CC=CC=C1)P(OC(C1=C(C=C(C=C1C)C)C)=O)(OC(C1=C(C=C(C=C1C)C)C)=O)=O